2'-chloro-3'-fluoro-5'-methoxy-6-methyl-N-(5-((tetrahydrofuran-3-yl)methoxy)-1,3,4-thiadiazol-2-yl)-(4,4'-bipyridine)-3-carboxamide ClC1=NC=C(C(=C1F)C1=C(C=NC(=C1)C)C(=O)NC=1SC(=NN1)OCC1COCC1)OC